OC(CCCO[Zn]O)(Cl)O dihydroxy(4-chlorobutyl-dihydroxyzinc)